4-(7-Bromo-6-chloro-3-cyano-8-fluoro-2-(2-methyl-1,2,3,4-tetrahydroisoquinolin-5-yl)quinoline-4-yl)piperazine-1-carboxylate BrC1=C(C=C2C(=C(C(=NC2=C1F)C1=C2CCN(CC2=CC=C1)C)C#N)N1CCN(CC1)C(=O)[O-])Cl